1-(3-chlorophenyl)-3-[1-[2-(difluoromethoxy)pyridin-4-yl]-2-hydroxyethyl]urea ClC=1C=C(C=CC1)NC(=O)NC(CO)C1=CC(=NC=C1)OC(F)F